t-Butyl (3S)-3-(9-fluorenyl)methoxycarbonylamino-4-i-propoxybutyrate C1=CC=CC=2C3=CC=CC=C3C(C12)COC(=O)N[C@@H](CC(=O)OC(C)(C)C)COC(C)C